2-methoxy-5-(5,7-dihydroxy-4-oxo-4H-chromen-2-yl)phenolate COC1=C(C=C(C=C1)C=1OC2=CC(=CC(=C2C(C1)=O)O)O)[O-]